C(C1=CC=CC=C1)N1[C@H](CC[C@H]1C(=O)OC(C)(C)C)CCSC[C@H](NC(=O)OC(C)(C)C)C(=O)O S-(2-((2r,5S)-1-benzyl-5-(tert-butoxycarbonyl)pyrrolidin-2-yl)ethyl)-N-(tert-butoxycarbonyl)-L-cysteine